The molecule is an icosanoid anion that is the conjugate base of (7E,9E,11Z,13E,15R,17Z)-5,6,15-trihydroxyicosapentaenoic acid, obtained by deprotonation of the carboxy group; major species at pH 7.3. It is a lipoxin anion, an icosanoid anion, a long-chain fatty acid anion and a hydroxy fatty acid anion. It is a conjugate base of a (7E,9E,11Z,13E,15R,17Z)-5,6,15-trihydroxyicosapentaenoic acid. CC/C=C\\C[C@H](/C=C/C=C\\C=C\\C=C\\C(C(CCCC(=O)[O-])O)O)O